FC1=C2C=C(NC2=CC=C1)C=O 4-FLUORO-1H-INDOLE-2-CARBALDEHYDE